C(#C)C1=CC=C(C=C1)CN (4-Ethynylphenyl)methylamine